NCCCN 1,3-Diaminopropan